OC=1C=C(C=CC1)C1N(CCC(C1)O)C1=NC(=C2N=CN(C2=N1)C1=CC=NC=C1)C (3-hydroxyphenyl)-1-(6-methyl-9-(pyridin-4-yl)-9H-purin-2-yl)piperidin-4-ol